5-[2-Fluoro-6-hydroxy-4-[(4-hydroxy-6-methyl-pyrimidin-2-yl)amino]phenyl]-1,1-dioxo-1,2,5-thiadiazolidin-3-one FC1=C(C(=CC(=C1)NC1=NC(=CC(=N1)O)C)O)N1CC(NS1(=O)=O)=O